P(=O)(O)(O)O.C=1(C(=CC=C2C=CC=CC12)O)C1=CC=CC2=CC=CC=C12 (-)-binaphthol phosphate salt